CC1(CN(C1)C(=O)OC(C)(C)C)C=1C=C2C(=NC=NC2=CC1)SC tert-Butyl 3-methyl-3-(4-(methylthio)quinazolin-6-yl)azetidine-1-carboxylate